FC1=C(C=C(C(=C1)OC)C(N[C@@H]1[C@H]2C=C[C@@H]([C@@H]1C(NC1=CC(=CC=C1)S(=O)(=O)C(F)(F)F)=O)C2)=O)C=2C=NN(C2)CC(=O)OC(C)(C)C tert-Butyl 2-(4-(2-fluoro-4-methoxy-5-(((1R,2R,3S,4S)-3-((3-((trifluoromethyl)sulfonyl)phenyl)carbamoyl)bicyclo[2.2.1]hept-5-en-2-yl)carbamoyl)phenyl)-1H-pyrazol-1-yl)acetate